2-[(2R,5S)-5-Methyl-2-(2-oxo-3,4-dihydro-1H-quinolin-6-yl)-1-piperidyl]-N-[6-methyl-5-(trifluoromethyl)-3-pyridyl]-2-oxo-acetamide C[C@H]1CC[C@@H](N(C1)C(C(=O)NC=1C=NC(=C(C1)C(F)(F)F)C)=O)C=1C=C2CCC(NC2=CC1)=O